C(C1=CC=CC=C1)OC=1C=C2C=CC(=CC2=C(C1N1S(NC(C1)=O)(=O)=O)F)OCCCCN1CCC(CC1)C1=CC2=C(N(C(N2C)=O)C2C(NC(CC2)=O)=O)C=C1 3-[5-[1-[4-[[6-benzyloxy-8-fluoro-7-(1,1,4-trioxo-1,2,5-thiadiazolidin-2-yl)-2-naphthyl]oxy]butyl]-4-piperidyl]-3-methyl-2-oxo-benzimidazol-1-yl]piperidine-2,6-dione